(1S,3S)-3-[(7S)-6-(Methoxycarbonyl)-7-methyl-2-(2-phenylethyl)-3H,6H,7H,8H,9H-imidazo[4,5-f]chinolin-3-yl]cyclohexan COC(=O)N1[C@H](CCC2=C3C(=CC=C12)N(C(=N3)CCC3=CC=CC=C3)C3CCCCC3)C